BrC(C)C1=NC2=C(C=CC(=C2C(N1C1=CC=CC=C1)=O)Cl)F 2-(1-bromoethyl)-5-chloro-8-fluoro-3-phenylquinazolin-4(3H)-one